FC(C=1C=C(C=CC1)S(=O)(=O)Cl)(F)F 3-(trifluoro-methyl)benzene-sulfonyl chloride